C1(=CC=CC=C1)[C@@H](C)N.FC=1C(=C(C=CC1F)[C@H]1[C@@H](O[C@]([C@H]1C)(C(F)(F)F)C)C(=O)O)OC (2R,3S,4S,5R)-3-(3,4-difluoro-2-methoxyphenyl)-4,5-dimethyl-5-(trifluoromethyl)tetrahydrofuran-2-carboxylic acid (1R)-1-phenylethanamine salt